FC=1C(=CC(=NC1)OC)C1=CC(=NN1)C(=O)N1C2(CC2)C[C@H](CC1)C(=O)N[C@H]1C=2N(CCC1)C=C(N2)C(F)(F)F (S)-4-(5-(5-fluoro-2-methoxypyridin-4-yl)-1H-pyrazole-3-carbonyl)-N-((R)-2-(trifluoromethyl)-5,6,7,8-tetrahydroimidazo[1,2-a]pyridin-8-yl)-4-azaspiro[2.5]octane-7-carboxamide